[Co+3].[Zn+2] Zinc cobalt (III)